FC(C=1N=C2N(C(=CC=C2)NC2CCC(CC2)NC(=O)C2=CC=CC3=CNN=C23)C1)F N-[(1s,4s)-4-{[2-(difluoromethyl)imidazo[1,2-a]pyridin-5-yl]amino}cyclohexyl]-2H-indazole-7-carboxamide